1-(4-(4,4-Dimethylpiperidin-1-yl)phenyl)-7-fluoro-1H-pyrazolo[4,3-c]pyridin-6-ol CC1(CCN(CC1)C1=CC=C(C=C1)N1N=CC=2C=NC(=C(C21)F)O)C